[Ir+3].C1(=CC=CC=C1)C1=NC=CC2=CC=CC=C12.C1(=CC=CC=C1)C1=NC=CC2=CC=CC=C12 bis-(1-phenylisoquinoline) iridium (III)